(1S,2S,5R)-8-tert-butyl 2-ethyl 3,8-diazabicyclo[3.2.1]octane-2,8-dicarboxylate [C@@H]12[C@H](NC[C@@H](CC1)N2C(=O)OC(C)(C)C)C(=O)OCC